5-(3-ethyl-2-methyl-3H-imidazo[4,5-b]pyridin-5-yl)-N-(2-fluoro-2-methylpropyl)pyrrolo[2,1-f][1,2,4]triazin-2-amine C(C)N1C(=NC=2C1=NC(=CC2)C=2C=CN1N=C(N=CC12)NCC(C)(C)F)C